N-(4-(methylsulfonyl)but-3-en-2-yl)-3-oxo-6-phenoxy-2,3-dihydro-1H-indene-5-carboxamide CS(=O)(=O)C=CC(C)NC(=O)C=1C=C2C(CCC2=CC1OC1=CC=CC=C1)=O